7-fluoro-2-(8-(hydroxymethyl)-2-methylimidazo[1,2-a]pyridin-6-yl)-4H-pyrido[1,2-a]pyrimidin-4-one FC=1C=CC=2N(C(C=C(N2)C=2C=C(C=3N(C2)C=C(N3)C)CO)=O)C1